O1C(=NC=C1)NCC(=O)NN 2-(oxazol-2-ylamino)acethydrazide